1H-pyrrolo[3,4-c]pyridin C1N=CC=2C=NC=CC21